tert-butyl-4-hydroxycyclohexane C(C)(C)(C)C1CCC(CC1)O